1-(4-(difluoromethyl)benzyl)piperidin FC(C1=CC=C(CN2CCCCC2)C=C1)F